NC=1C=C(C=CC1N)C1=C(C=CC=C1)N1C(C2=CC=C(C=C2C=N1)Cl)=O 3',4'-diamino-6-chloro-[1,1'-biphenylyl]phthalazin-1(2H)-one